S1(CC=C(C=C1)C#N)=O Thiopyran-4-Carbonitrile 1-Oxide